2-(4-methyloxyphenyl)acetic acid COC1=CC=C(C=C1)CC(=O)O